3-((1-(2-(2-aminoethoxy)ethyl)-1H-benzo[d]imidazol-2-yl)carbamoyl)benzoic acid NCCOCCN1C(=NC2=C1C=CC=C2)NC(=O)C=2C=C(C(=O)O)C=CC2